C(C)OC(=O)C=1N(C2=C(C=CC(=C2C1)NC=1C=NC(=CC1)OC)Cl)C 1-methyl-4-((6-methoxypyridin-3-yl)amino)-7-chloro-indole-2-carboxylic acid ethyl ester